CN1CCN(CC1)[Si](Cl)(Cl)C1=CC=CC=C1 n-methylpiperazinophenyldichlorosilane